tert-Butyl (3S)-3-(4-(3-cyano-4-(((trifluoromethyl)sulfonyl)oxy) pyrazolo[1,5-a]pyridin-6-yl)-5-methylpyrazol-1-yl)pyrrolidine-1-carboxylate C(#N)C=1C=NN2C1C(=CC(=C2)C=2C=NN(C2C)[C@@H]2CN(CC2)C(=O)OC(C)(C)C)OS(=O)(=O)C(F)(F)F